N[C@H]1CS(C2=C(N(C1=O)CC1=CC=C(C=C1)OCC#CC)C=C(C=C2)C=2OC(=NN2)C(C)(C)C)(=O)=O (3R)-3-amino-7-(5-tert-butyl-1,3,4-oxadiazol-2-yl)-5-[(4-but-2-ynoxyphenyl)methyl]-1,1-dioxo-2,3-dihydro-1λ6,5-benzothiazepin-4-one